5-methyl-2-[(2-nitrophenyl)amino]-3-cyanothiophene CC1=CC(=C(S1)NC1=C(C=CC=C1)[N+](=O)[O-])C#N